1,2,3-tri(mercaptomethylthio)propane SCSCC(CSCS)SCS